(E)-4-methyl-5-(3-(2-methylpyrimidin-5-yl)acryloyl)thieno[2,3-b]pyridin-6(7H)-one CC=1C2=C(NC(C1C(\C=C\C=1C=NC(=NC1)C)=O)=O)SC=C2